ClC=1N=C2C(=C(C(N(C2=CC1)C)=O)C#N)N1CCC(CC1)OC1=CC(=C(C=C1)C#N)Cl 6-chloro-4-(4-(3-chloro-4-cyanophenoxy)piperidin-1-yl)-1-methyl-2-oxo-1,2-dihydro-1,5-naphthyridine-3-carbonitrile